ClC=1N=CC2=C(N1)C(=CN2C(C)C)I 2-chloro-7-iodo-5-isopropyl-5H-pyrrolo[3,2-d]pyrimidine